ClC=1C(=NC=C(C1)C(F)(F)F)OC[C@H](C)NC1=NC(=NC(=C1Cl)C)C (S)-N-(1-((3-chloro-5-trifluoromethylpyridin-2-yl)oxy)propan-2-yl)-5-chloro-2,6-dimethylpyrimidin-4-amine